C(C)N1CC(C1)(OC1=C(C(=C(C(=C1)F)F)F)F)C 1-ethyl-3-methyl-3-(2,3,4,5-tetrafluorophenoxy)azetidine